(R)-1-methylpyrrolidine CN1CCCC1